CN1C(N(C=2C1=NC=C(C2)C2=CC(=CC=C2)C(F)(F)F)C[C@@H]2OCC2)=O |r| (R/S)-3-methyl-1-(oxetan-2-ylmethyl)-6-[3-(trifluoromethyl)phenyl]imidazo[4,5-b]pyridin-2-on